N-(2-fluoro-5-nitrophenyl)pentanamide FC1=C(C=C(C=C1)[N+](=O)[O-])NC(CCCC)=O